C[C@H]1N([C@H](CC[C@@H]1C)C1=CC=CC=C1)C(C(=O)NC=1C=NC=C(C1)C)=O 2-[(2R,3S,6R)-2,3-dimethyl-6-phenyl-1-piperidyl]-N-(5-methyl-3-pyridyl)-2-oxo-acetamide